(8-(1,2-dimethyl-6-(trifluoromethyl)-1H-benzo[d]imidazol-5-yl)indolizin-3-yl)methanone CN1C(=NC2=C1C=C(C(=C2)C2=CC=CN1C(=CC=C21)C=O)C(F)(F)F)C